O-phenyl thiophosphate P(=S)(OC1=CC=CC=C1)([O-])[O-]